Gamma-amyl-butyrolactone C(CCCC)C1CCC(=O)O1